C1(CC1)[C@]1(C(N(C[C@H]1C)C1=C2C(=NC=C1)NC(=N2)C=2C=NN(C2)C)=O)C#N (3R,4S)-3-cyclopropyl-4-methyl-1-(2-(1-methyl-1H-pyrazol-4-yl)-3H-imidazo[4,5-b]pyridin-7-yl)-2-oxopyrrolidine-3-carbonitrile